C(C)(C)(C)OC(=O)N1[C@H](CCC1)C(N[C@@H](C)C1=CC(=C(C=C1)C(=O)OCC)OC)=O (R)-2-(((S)-1-(4-(ethoxycarbonyl)-3-methoxyphenyl)ethyl)carbamoyl)pyrrolidine-1-carboxylic acid tert-butyl ester